(S)-N-((S)-8-Cyclobutyl-1-(5-(7-methoxy-2-methylchinolin-6-yl)oxazol-2-yl)-7-oxooctyl)-6-methyl-6-azaspiro[2.5]octan-1-carboxamid C1(CCC1)CC(CCCCC[C@@H](C=1OC(=CN1)C=1C=C2C=CC(=NC2=CC1OC)C)NC(=O)[C@H]1CC12CCN(CC2)C)=O